FC(C1=NC2=C(N1C1=CC(=CC(=N1)N=S(=O)(C)C)N1[C@@H](COCC1)C)C=CC=C2)F (R)-((6-(2-(difluoromethyl)-1H-benzo[d]imidazol-1-yl)-4-(3-methylmorpholino)pyridin-2-yl)imino)dimethyl-λ6-sulfanone